(4-(5-(2-Chloro-4-(1H-pyrazol-4-yl)phenyl)-1,3,4-thiadiazol-2-yl)piperazin-2-yl)methanol-Hydrochlorid Cl.ClC1=C(C=CC(=C1)C=1C=NNC1)C1=NN=C(S1)N1CC(NCC1)CO